5-amino-1-(2-fluorobenzyl)-1H-pyrazole-3-carboxylic acid ethyl ester C(C)OC(=O)C1=NN(C(=C1)N)CC1=C(C=CC=C1)F